2-[2-(8-Hydroxyquinolin-4-yl)-vinyl]-1,5-dimethylquinolinium trifluoromethanesulfonate FC(S(=O)(=O)[O-])(F)F.OC=1C=CC=C2C(=CC=NC12)C=CC1=[N+](C2=CC=CC(=C2C=C1)C)C